S1OC(C(C(C1)=O)=O)=O thioxanetrione